C1(=CC=CC=C1)OCC1=CC=CC=C1 phenylmethyl phenyl ether